ClC1=CC=C(C=C1)C1(N2C(C3=CC=CC=C13)=NCC2)O 5-(p-chlorophenyl)-2,5-dihydro-3H-imidazo[2,1-a]isoindol-5-ol